1-(7-((5-Cyclopropyl-3-(3-fluoro-2-hydroxyphenyl)-7H-pyrrolo[2,3-c]pyridazin-6-yl)methyl)-3-oxa-7,9-diazabicyclo[3.3.1]nonan-9-yl)prop-2-en-1-one C1(CC1)C1=C(NC=2N=NC(=CC21)C2=C(C(=CC=C2)F)O)CN2CC1COCC(C2)N1C(C=C)=O